2-((3-chloro-2-(2,3-dihydrobenzofuran-5-yl)phenyl)amino)-5-fluorobenzoic acid ClC=1C(=C(C=CC1)NC1=C(C(=O)O)C=C(C=C1)F)C=1C=CC2=C(CCO2)C1